COC=1C=C2C=C(C(=CC2=CC1OC)C(=O)OCC)C(F)(F)F ethyl 6,7-dimethoxy-3-(trifluoromethyl)-2-naphthoate